O=C1CN(CC(N1)=O)CCC(=O)O 3-(3,5-dioxopiperazin-1-yl)propanoic acid